methyl 5-(5-(2-(3-(2-amino-6-bromo-1H-benzo[d]imidazol-1-yl)-3-methylpiperidin-1-yl) ethoxy)-1-methyl-1H-pyrazol-4-yl)-1-methyl-6-oxo-1,6-dihydropyridine-3-carboxylate NC1=NC2=C(N1C1(CN(CCC1)CCOC1=C(C=NN1C)C1=CC(=CN(C1=O)C)C(=O)OC)C)C=C(C=C2)Br